(3R,4R)-3-(4-(tert-butoxycarbonyl)phenyl)azepane-1,4-dicarboxylic acid C(C)(C)(C)OC(=O)C1=CC=C(C=C1)[C@@H]1CN(CCC[C@H]1C(=O)O)C(=O)O